N-(3-(5-((4-chloro-3-fluorophenoxy)methyl)-4H-1,2,4-triazol-3-yl)bicyclo[1.1.1]pent-1-yl)-2-cyclobutoxyacetamide ClC1=C(C=C(OCC=2NC(=NN2)C23CC(C2)(C3)NC(COC3CCC3)=O)C=C1)F